dibutyl dimyristate C(CCCCCCCCCCCCC)(=O)OCCCC.C(CCCCCCCCCCCCC)(=O)OCCCC